1-(4-bromophenyl)-8-(5-(dimethylamino)pyridin-2-yl)-10-(hydroxymethyl)-9,10-dihydrophenanthren-4-ol BrC1=CC=C(C=C1)C1=CC=C(C=2C3=CC=CC(=C3CC(C12)CO)C1=NC=C(C=C1)N(C)C)O